2-((2-aminoethyl)sulfonyl)-1-((1S,5S)-6-(4-ethoxyphenyl)-9,9-dimethyl-3,6-diazabicyclo[3.2.2]nonan-3-yl)-4-methylpentan-1-one NCCS(=O)(=O)C(C(=O)N1C[C@@H]2CN([C@H](C1)C(C2)(C)C)C2=CC=C(C=C2)OCC)CC(C)C